(4-Methoxypiperidin-1-yl)-N-(6-(1-methyl-1H-pyrazol-4-yl)pyridin-2-yl)-2-(piperazin-1-yl)oxazolo[4,5-b]pyridine-6-carboxamide Hydrochloride Cl.COC1CCN(CC1)C1=C(C=C2C(=N1)N=C(O2)N2CCNCC2)C(=O)NC2=NC(=CC=C2)C=2C=NN(C2)C